CC=1CC(N(N1)C1=CC=CC=C1)=O 5-methyl-2-phenyl-2,4-dihydropyrazol-3-one